(2-((2,2'-dichloro-3'-(5-formyl-6-methoxypyridin-2-yl)-[1,1'-biphenyl]-3-yl)amino)-3-fluoropyridin-4-yl)methylpiperidine-2-carboxylic acid methyl ester COC(=O)C1N(CCCC1)CC1=C(C(=NC=C1)NC=1C(=C(C=CC1)C1=C(C(=CC=C1)C1=NC(=C(C=C1)C=O)OC)Cl)Cl)F